ClC=1C=C2C(=CC(=NC2=CC1)C(F)(F)F)NC1CCC(CC1)NC(C1=CC=C(C=C1)C1=NOC(=N1)C1CC1)=O N-(4-{[6-chloro-2-(trifluoromethyl)quinolin-4-yl]amino}cyclohexyl)-4-(5-cyclopropyl-1,2,4-oxadiazol-3-yl)benzamide